N-Isopropyldiethanolamine C(C)(C)N(CCO)CCO